C(C1=CC=CC=C1)NC(=O)C1=NN(C=2C(N(CCC21)CC2CCN(CC2)C)=O)C2=CC(=CC=C2)Cl N-benzyl-1-(3-chlorophenyl)-6-((1-methylpiperidin-4-yl)methyl)-7-oxo-4,5,6,7-tetrahydro-1H-pyrazolo[3,4-c]pyridine-3-carboxamide